N-(2-((2-(dimethylamino)ethyl)(methyl)amino)-5-((4-((2-(ethylsulfonamido)phenyl)amino)-5-methylpyrimidin-2-yl)amino)-4-methoxyphenyl)acrylamide CN(CCN(C1=C(C=C(C(=C1)OC)NC1=NC=C(C(=N1)NC1=C(C=CC=C1)NS(=O)(=O)CC)C)NC(C=C)=O)C)C